(3-(1-Cyclopropyl-1H-pyrazol-4-yl)phenyl)((trans-4-(4-methoxy-3-methylphenyl)cyclohexyl)methyl)(carbamoyl)-cyclohexyl azetidine-1-carboxylate N1(CCC1)C(=O)OC1(C(CCCC1)(C[C@@H]1CC[C@H](CC1)C1=CC(=C(C=C1)OC)C)C1=CC(=CC=C1)C=1C=NN(C1)C1CC1)C(N)=O